2-(4,4-Dimethyl-1-piperidyl)-6-(3-fluoro-5-isobutoxyphenyl)-N-[(6-oxo-1H-pyridin-2-yl)sulfonyl]pyridin-3-carboxamid CC1(CCN(CC1)C1=NC(=CC=C1C(=O)NS(=O)(=O)C=1NC(C=CC1)=O)C1=CC(=CC(=C1)OCC(C)C)F)C